3-[4-[3-[benzyl(methyl)amino]propyl]piperazin-1-yl]propan-1-amine C(C1=CC=CC=C1)N(CCCN1CCN(CC1)CCCN)C